4-epoxycyclohexylmethyl-3,4-epoxycyclohexanecarboxylic acid C12(C(CCCC1)O2)CC21C(CC(CC2)C(=O)O)O1